3-((4,4-bis(((Z)-oct-5-en-1-yl)oxy)butanoyl)oxy)-2-(((((1-ethylpiperidin-3-yl)methoxy)carbonyl)oxy)methyl)propyl (3-hexylnonyl) adipate C(CCCCC(=O)OCCC(CCCCCC)CCCCCC)(=O)OCC(COC(CCC(OCCCC\C=C/CC)OCCCC\C=C/CC)=O)COC(=O)OCC1CN(CCC1)CC